4,4-difluoro-1-(3-fluoro-4-(4,4,5,5-tetramethyl-1,3,2-dioxaborolan-2-yl)benzyl)piperidine FC1(CCN(CC1)CC1=CC(=C(C=C1)B1OC(C(O1)(C)C)(C)C)F)F